7-(5-{[(2R,4S)-2-Methylpiperidin-4-yl]oxy}[1,3]thiazolo[5,4-d][1,3]thiazol-2-yl)-4-(1H-pyrazol-4-yl)-1H-pyrazolo[3,4-c]pyridin C[C@H]1NCC[C@@H](C1)OC=1SC2=C(N1)SC(=N2)C=2N=CC(=C1C2NN=C1)C=1C=NNC1